[2-(6-Fluoro-4-methoxy-2-methyl-indol-1-yl)-ethyl]-[6-(1H-indol-5-yl)-pyrimidin-4-yl]-amin FC1=CC(=C2C=C(N(C2=C1)CCNC1=NC=NC(=C1)C=1C=C2C=CNC2=CC1)C)OC